tert-butyl 5-{[3-cyclopropyl-5-(ethoxycarbonyl)-4-(trifluoromethyl)-1H-pyrazol-1-yl]methyl}-2-azaspiro[3.3]heptane-2-carboxylate C1(CC1)C1=NN(C(=C1C(F)(F)F)C(=O)OCC)CC1C2(CN(C2)C(=O)OC(C)(C)C)CC1